5-((4,4-difluorocyclohexyl)methoxy)-1,3,4-thiadiazol-2-amine FC1(CCC(CC1)COC1=NN=C(S1)N)F